NC(CN1N=C(C=C1)C1=C(C=NC(=C1)C1=CC=C(C=C1)F)CNC(C=C)=O)=O N-((4-(1-(2-amino-2-oxoethyl)-1H-pyrazol-3-yl)-6-(4-fluorophenyl)pyridin-3-yl)methyl)acrylamide